FC(C1=CC=C(C=N1)N1C(NC2=C1C=CC=C2)=O)(F)F 1-(6-(trifluoromethyl)pyridin-3-yl)-1H-benzo[d]imidazol-2(3H)-one